(R)-3-(benzofuran-7-yloxy)-N-methyl-3-phenylpropan-1-amine O1C=CC2=C1C(=CC=C2)O[C@H](CCNC)C2=CC=CC=C2